FC(C(C(C(F)(F)F)(F)F)(F)F)(S(=O)(=O)[O-])F.CO[SH+]C1=CC=CC=C1 methoxyphenyl-sulfonium-perfluorobutylsulfonic acid salt